C(CCC)OC1=CC=C(C=C1)S(=O)(=O)C=1C=NC2=CC=C(C=C2C1N1CCC(CC1)N1CCN(CCC1)C)C(=O)OCC ethyl 3-((4-butoxyphenyl)sulfonyl)-4-(4-(4-methyl-1,4-diazepan-1-yl)piperidin-1-yl)quinoline-6-carboxylate